FC1=C(C=C(C=C1)OC=1C(=C2C=CNC2=CC1F)C=O)C=1NC(=CN1)C(CCCCCCS(=O)(=O)CC(=O)O)C1=CC(=CC=C1)I 2-((7-(2-(2-Fluoro-5-((6-fluoro-4-formyl-1H-indol-5-yl)oxy)phenyl)-1H-imidazol-5-yl)-7-(3-iodophenyl)heptyl)sulfonyl)acetic acid